C(#N)C1=C(C=CC(=C1)C(F)(F)F)N1CCC(CC1)(C(=O)NCCN(C)C)C1=CC=C(C=C1)C=1C(=NC=CC1)OCC 1-[2-cyano-4-(trifluoromethyl)phenyl]-N-[2-(dimethylamino)ethyl]-4-[4-(2-ethoxypyridin-3-yl)phenyl]piperidine-4-carboxamide